N-[(4-{8-thiatricyclo[7.4.0.02,7]trideca-1(13),2,4,6,9,11-hexaene-6-sulfonyl}phenyl)methyl]-1H-pyrrolo[3,2-c]pyridine-2-carboxamide C=12C3=CC=CC(=C3SC2=CC=CC1)S(=O)(=O)C1=CC=C(C=C1)CNC(=O)C1=CC=2C=NC=CC2N1